2,4,8-trichloro-7-methoxyquinazoline ClC1=NC2=C(C(=CC=C2C(=N1)Cl)OC)Cl